CC1([C@H](N(CS1)C(CNC(CCCOC1=CC=CC=C1)=O)=O)C(=O)OCC1=CC=CC=C1)C benzyl (R)-5,5-dimethyl-3-((4-phenoxybutanoyl)glycyl)thiazolidine-4-carboxylate